The molecule is an organic cation that is phenothiazin-5-ium substituted by amino and dimethylamino groups at positions 3 and 7 respectively. The chloride salt is the histological dye 'azure A'. C[N+](=C1C=CC2=NC3=C(C=C(C=C3)N)SC2=C1)C